4-(2-(5-chloropyridin-2-yl)-2-methylbenzo[d][1,3]dioxol-4-yl)piperidine ClC=1C=CC(=NC1)C1(OC2=C(O1)C=CC=C2C2CCNCC2)C